[C@@H]12CNC[C@H]2C1OC(NC=1N=CC2=CC(=C(C=C2C1)C1=C(C2=C(OCCN2)N=C1)C)F)=O (1R,5S,6r)-3-Azabicyclo[3.1.0]hexan-6-yl-(7-fluoro-6-(8-methyl-2,3-dihydro-1H-pyrido[2,3-b][1,4]oxazin-7-yl)isochinolin-3-yl)carbamat